ethyl-((4aR,6S,7R,8R,8aS)-6-(benzyloxy)-8-hydroxy-2-phenylhexahydropyrano[3,2-d][1,3]dioxin-7-yl)-1,4-dioxaspiro[4.5]decane-2-carboxamide C(C)C1C(OC2(O1)CCCCC2)(C(=O)N)[C@H]2[C@H]([C@@H]1OC(OC[C@H]1O[C@@H]2OCC2=CC=CC=C2)C2=CC=CC=C2)O